C(C)OC(=O)C1=NC2=CC=CC=C2C(=C1OCC1=CC=CC=C1)OC1CC1 (phenylmethyloxy)-4-cyclopropyloxyquinoline-2-carboxylic acid ethyl ester